2-((5-(benzyloxy)-6-(1,3-dioxolan-2-yl)pyridin-2-yl)methyl)-2,3,4,9-tetrahydro-1H-pyrido[3,4-b]indole C(C1=CC=CC=C1)OC=1C=CC(=NC1C1OCCO1)CN1CC=2NC3=CC=CC=C3C2CC1